C(C)(C)(C)OC(N(C1(CC1)C)C1CN(CC1)C=1N=NC(=CC1)Cl)=O.ClC=1N(C(C(=C(N1)C(=O)NC1C(CCC1)=O)OC)=O)C 2-chloro-5-methoxy-1-methyl-6-oxo-N-(2-oxocyclopentyl)pyrimidine-4-carboxamide tert-butyl-N-[1-(6-chloropyridazin-3-yl)pyrrolidin-3-yl]-N-(1-methylcyclopropyl)carbamate